4-(4-aminophenyl)-1-methyl-1,4-azaphosphorinane 4-oxide NC1=CC=C(C=C1)P1(CCN(CC1)C)=O